FC1=C(C=CC=2N(C(=NC21)C)C)C#C[Si](C)(C)C 4-fluoro-1,2-dimethyl-5-((trimethylsilyl)ethynyl)-1H-benzo[d]imidazole